5-bromo-N,N-dimethylbenzofuran-2-carboxamide BrC=1C=CC2=C(C=C(O2)C(=O)N(C)C)C1